C1=CC(=CC2=C1C=1C(O2)=CC2=C(OC3=C2C=CC=C3)C1)B(O)O benzo[1,2-b:4,5-b']Bis-benzofuran-3-ylboronic acid